C(#N)C1=CC(=C(C(=C1)C(C)C)NC(=O)NS(=O)(=O)C=1SC=C(N1)C(C)(C)O)C(C)C N-(4-cyano-2,6-diisopropylphenylcarbamoyl)-4-(2-hydroxypropan-2-yl)thiazole-2-sulfonamide